CN1CCC(CC1)OC=1C=CC(=NC1)C1=NN=C(S1)NC1=NC=CC=C1C 5-(5-(1-methyl-piperidin-4-yloxy)pyridin-2-yl)-N-(3-methylpyridin-2-yl)-1,3,4-thiadiazol-2-amine